ferric trichloride [Fe](Cl)(Cl)Cl